FC=1C(=CC=2C3=C(NC(C2C1)=O)COCC3N(C(=O)C3=CC=C1C=CC=NC1=C3)C)F N-(8,9-difluoro-6-oxo-1,4,5,6-tetrahydro-2H-pyrano[3,4-c]isoquinolin-1-yl)-N-methylquinoline-7-carboxamide